2-{[2-chloro-5-cyano-3-(4-methanesulfonylpiperazin-1-yl)phenyl]amino}-4-(ethylamino)pyrazolo[1,5-a][1,3,5]triazine-8-carbonitrile ClC1=C(C=C(C=C1N1CCN(CC1)S(=O)(=O)C)C#N)NC1=NC=2N(C(=N1)NCC)N=CC2C#N